N-((3S,4R)-3-fluoro-1-methylpiperidin-4-yl)-2-(3-((2-methoxy-4-(methylsulfonyl)phenyl)amino)prop-1-yn-1-yl)-3-(prop-1-en-2-yl)imidazo[1,2-a]pyridin-8-amine F[C@H]1CN(CC[C@H]1NC=1C=2N(C=CC1)C(=C(N2)C#CCNC2=C(C=C(C=C2)S(=O)(=O)C)OC)C(=C)C)C